COC1=C(C(C(=O)NN)=CC=C1)C(=O)O 3-methyl-oxyphthalic hydrazide